N-((1r,3r)-3-((5-(1-(2,2-difluoroethyl)-2-methyl-1H-benzo[d]imidazol-6-yl)-7H-pyrrolo[2,3-d]pyrimidin-2-yl)amino)-1-methylcyclobutyl)acetamide FC(CN1C(=NC2=C1C=C(C=C2)C2=CNC=1N=C(N=CC12)NC1CC(C1)(C)NC(C)=O)C)F